(2-methyl-1H-indol-5-yl)methanamine CC=1NC2=CC=C(C=C2C1)CN